3-(5-(((1S,2R)-2-(3-(6-meth-oxypyridin-3-yl)azetidin-1-yl)cyclohexyl)oxy)-1-oxoisoindolin-2-yl)piperidine-2,6-dione COC1=CC=C(C=N1)C1CN(C1)[C@H]1[C@H](CCCC1)OC=1C=C2CN(C(C2=CC1)=O)C1C(NC(CC1)=O)=O